N-[4-(4-Fluoro-1,3-benzoxazol-2-yl)phenyl]pyridin-3-carboxamid FC1=CC=CC2=C1N=C(O2)C2=CC=C(C=C2)NC(=O)C=2C=NC=CC2